(2S,3R)-3-((2-oxabicyclo[2.2.2]octan-4-yl)methoxy)-2-amino-N-((4-fluorophenyl)sulfonyl)butanamide C12OCC(CC1)(CC2)CO[C@@H]([C@@H](C(=O)NS(=O)(=O)C2=CC=C(C=C2)F)N)C